C(C1=CC=CC=C1)C=1C(NC(NC1C1CCC(=CC1)C1=C(C=C(C=C1)C1CC1)F)=O)=O 5-benzyl-6-(4'-cyclopropyl-2'-fluoro-2,3,4,5-tetrahydro-[1,1'-biphenyl]-4-yl)pyrimidine-2,4(1H,3H)-dione